Ethyl 3-cyclopropyl-6-(5,6-dimethylpyridin-2-yl)-4-oxo-4,5-dihydropyrazolo[1,5-a]pyrazine-2-carboxylate C1(CC1)C=1C(=NN2C1C(NC(=C2)C2=NC(=C(C=C2)C)C)=O)C(=O)OCC